6,6'-methylenebis(5-hydroxyisobenzofuran-1,3-dione) C(C1=C(C=C2C(OC(C2=C1)=O)=O)O)C1=C(C=C2C(OC(C2=C1)=O)=O)O